C1(CC1)NC(C(C(C[C@H]1C(NCC1)=O)NC(=O)[C@@H]1CC2(CC2)CCN1C(=O)C1CCC=2C=NN(C2C1)C)=O)=O (5S)-N-(4-(cyclopropylamino)-3,4-dioxo-1-((S)-2-oxopyrrolidin-3-yl)butan-2-yl)-6-(1-methyl-4,5,6,7-tetrahydro-1H-indazole-6-carbonyl)-6-azaspiro[2.5]octane-5-carboxamide